4-(2,4-dimethoxyphenoxy)-N-pyridazin-4-yl-6-(trifluoromethyl)pyridine-3-carboxamide COC1=C(OC2=C(C=NC(=C2)C(F)(F)F)C(=O)NC2=CN=NC=C2)C=CC(=C1)OC